C(C)(C)(C)OC(=O)N(C1=NN(C2=NC(=NC(=C21)C)C2=CC=C(C=C2)[N+](=O)[O-])C(=O)OC(C)(C)C)C(=O)OC(C)(C)C tert-Butyl 3-(bis(tert-butoxycarbonyl)amino)-4-methyl-6-(4-nitrophenyl)pyrazolo[3,4-d]pyrimidine-1-carboxylate